COC(C1=C(C=CC(=C1)/C(/N)=N/O)OC(F)F)=O (Z)-2-(difluoromethoxy)-5-(N'-hydroxycarbamimidoyl)benzoic acid methyl ester